N1CC(C1)=NOCC(=O)NC1=CC(=CC=C1)C1=CC2=C(C=C1OC)OCC1=C2N(N=C1C(=O)N1C(COCC1)(C)C)C1=CC(=CC(=C1)Cl)Cl 2-((azetidin-3-ylideneamino)oxy)-N-(3-(1-(3,5-dichlorophenyl)-3-(3,3-dimethylmorpholine-4-carbonyl)-7-methoxy-1,4-dihydrochromeno[4,3-c]pyrazol-8-yl)phenyl)acetamide